1-(4-Fluorophenyl)-3-(6-methoxypyridin-3-yl)-7-(trifluoromethyl)-2,3-dihydro-quinazolin-4(1H)-one FC1=CC=C(C=C1)N1CN(C(C2=CC=C(C=C12)C(F)(F)F)=O)C=1C=NC(=CC1)OC